1-((3R,4S)-3-fluoro-4-((5-(1-((S)-2-fluoropropyl)-1H-benzo[d][1,2,3]triazol-6-yl)-4-methoxypyrrolo[2,1-f][1,2,4]triazin-2-yl)amino)piperidin-1-yl)ethan-1-one-2,2,2-d3 F[C@@H]1CN(CC[C@@H]1NC1=NN2C(C(=N1)OC)=C(C=C2)C=2C=CC1=C(N(N=N1)C[C@H](C)F)C2)C(C([2H])([2H])[2H])=O